N1N=NC=C1C1[C@H]2CN(C[C@@H]12)C1=NOC(C1)C=1C=NC(=NC1)NCCC1=CC=C(C=C1)Cl 5-(3-((1R,5S,6r)-6-(1H-1,2,3-triazol-5-yl)-3-azabicyclo[3.1.0]hexan-3-yl)-4,5-dihydroisoxazol-5-yl)-N-(4-chlorophenethyl)pyrimidin-2-amine